1-acetyl-4-[2-methyl-4-({(1R)-1-[2-methyl-3-(trifluoromethyl)phenyl]ethyl}amino)pyrido[3,4-d]pyrimidin-6-yl]-1,4lambda5-azaphosphinan-4-one C(C)(=O)N1CCP(CC1)(=O)C1=CC2=C(N=C(N=C2N[C@H](C)C2=C(C(=CC=C2)C(F)(F)F)C)C)C=N1